N-(4-(4-amino-1-isopropyl-7-(4-(oxetan-3-ylamino)cyclohex-1-en-1-yl)-1H-pyrazolo[4,3-c]pyridin-3-yl)-2-fluorophenyl)-5-chloro-2-fluorobenzenesulfonamide NC1=NC=C(C2=C1C(=NN2C(C)C)C2=CC(=C(C=C2)NS(=O)(=O)C2=C(C=CC(=C2)Cl)F)F)C2=CCC(CC2)NC2COC2